(2-(3-Aminotetrahydrofuran-2-yl)-3-bromo-5-chlorothieno[3,2-b]pyridin-7-yl)(thiophen-2-ylmethyl)carbamic acid tert-butyl ester C(C)(C)(C)OC(N(CC=1SC=CC1)C1=C2C(=NC(=C1)Cl)C(=C(S2)C2OCCC2N)Br)=O